C(C)(C)(C)OC(=O)N=S1(CC2=C(C1)C=CC(=C2)C(=O)O)=O 2-tert-butoxycarbonylimino-2-oxo-1,3-dihydro-2-benzothiophene-5-carboxylic acid